CC1=CC=C(C=C1)S(=O)(=O)O.NCC(=O)N1[C@@H](CCC1)C#N (S)-1-(2-aminoacetyl)pyrrolidine-2-carbonitrile 4-methylbenzenesulfonate